FC1=CC=C(C=C1)N1C[C@H](N([C@H](C1)C)CCCCCN1C(NC2=C1C=CC=C2)=O)C 1-(5-((2R,6S)-4-(4-fluorophenyl)-2,6-dimethylpiperazin-1-yl)pentyl)-1H-benzo[d]imidazol-2(3H)-one